(1R,3S)-3-(5-amino-1-(tert-butyl)-1H-pyrazol-3-yl)cyclopentyl isopropylcarbamate C(C)(C)NC(O[C@H]1C[C@H](CC1)C1=NN(C(=C1)N)C(C)(C)C)=O